2-Bromo-N-methylethylamine hydrobromide Br.BrCCNC